ClC=1C=C2C(=NC(=NC2=C(C1C1=CC=CC2=C1N=C(S2)N)F)N2[C@@H]1CCN[C@H]1C2)N2CCNCC2 4-[6-chloro-2-[(1s,5r)-2,6-diazabicyclo[3.2.0]hept-6-yl]-8-fluoro-4-piperazin-1-yl-quinazolin-7-yl]-1,3-benzothiazol-2-amine